[Na].C(C1=CC=CC=C1)=O benzaldehyde sodium salt